3-(3-Methylbenzyl)-4,5,6,7-tetrahydrobenzo[d]thiazol-2(3H)-imine hydrogen bromide Br.CC=1C=C(CN2C(SC3=C2CCCC3)=N)C=CC1